5-((2-cyanopyridin-3-yl)methoxy)-2-methylbenzofuran-3-carboxylic acid C(#N)C1=NC=CC=C1COC=1C=CC2=C(C(=C(O2)C)C(=O)O)C1